C(C)(C)(C)OC(C(CC1OCCCC1)N)=O 2-Amino-3-(tetrahydro-2H-pyran-2-yl)propionic acid tert-butyl ester